ethyl (R)-4-((1-(1-cyanocyclopropane-1-carbonyl)piperidin-3-yl)amino)-1H-pyrrolo[2,3-b]pyridine-5-carboxylate C(#N)C1(CC1)C(=O)N1C[C@@H](CCC1)NC1=C2C(=NC=C1C(=O)OCC)NC=C2